1-(1H-indole-3-yl)hexane-2-one N1C=C(C2=CC=CC=C12)CC(CCCC)=O